1'-(6-amino-5-((2-amino-3-chloro-pyridin-4-yl)thio)pyrazin-2-yl)-6-bromo-1,3-dihydrospiro[indene-2,4'-piperidin]-1-amine NC1=C(N=CC(=N1)N1CCC2(CC1)C(C1=CC(=CC=C1C2)Br)N)SC2=C(C(=NC=C2)N)Cl